monothiosilane tert-butyl-4-(6-fluoro-3-methyl-2-oxo-1H-benzimidazol-5-yl)piperazine-1-carboxylate C(C)(C)(C)OC(=O)N1CCN(CC1)C1=CC2=C(NC(N2C)=O)C=C1F.[SiH2]=S